FC=1C=C(C=CC1F)C1=CC(=C(C=N1)N1CC(CCC1)(O)C1=NC=CC=C1)CO 1-(6-(3,4-difluorophenyl)-4-(hydroxymethyl)pyridin-3-yl)-3-(pyridin-2-yl)piperidin-3-ol